ethyl 2-[(1R*,2R*,5S*)-3-[(2,3,4-trifluorophenyl)methyl]-4-oxo-3-azabicyclo[3.1.0]hexan-2-yl]acetate FC1=C(C=CC(=C1F)F)CN1[C@@H]([C@@H]2C[C@@H]2C1=O)CC(=O)OCC |o1:11,12,14|